4,4'-bis[(6-amino-1,4-dihydro-oxo-1,3,5-triazine-2-yl)amino]stilben NC1=NC(N=C(N1)NC1=CC=C(C=C1)C=CC1=CC=C(C=C1)NC=1NC(=NC(N1)=O)N)=O